5-cyano-1-(2,2-difluoro-1,3-benzodioxol-5-yl)-4-oxo-cinnoline-3-carboxylic acid C(#N)C1=C2C(C(=NN(C2=CC=C1)C1=CC2=C(OC(O2)(F)F)C=C1)C(=O)O)=O